OCOP(=O)(O)CCC(C(=O)O)=C=O 4-(hydroxymethyl-phosphono)-2-carbonyl-butyric acid